tert-Butyl 3-(2-(4-bromo-1H-pyrazol-1-yl)propionamido)-5-cyclopropyl-1H-pyrazole-1-carboxylate BrC=1C=NN(C1)C(C(=O)NC1=NN(C(=C1)C1CC1)C(=O)OC(C)(C)C)C